5-(1-(2,2-difluoroethyl)-1H-benzo[d]imidazol-6-yl)-N-((3R,4R)-3-fluoro-1-(oxetan-3-yl)piperidin-4-yl)-4-methoxypyrrolo[2,1-f][1,2,4]triazin-2-amine FC(CN1C=NC2=C1C=C(C=C2)C=2C=CN1N=C(N=C(C12)OC)N[C@H]1[C@@H](CN(CC1)C1COC1)F)F